2-(4-fluoro-2-methylphenyl)-5-(1H-pyrrolo[2,3-b]pyridin-4-yl)-1H-pyrrole-3-carboxamide FC1=CC(=C(C=C1)C=1NC(=CC1C(=O)N)C1=C2C(=NC=C1)NC=C2)C